(2S)-methyl 2-[4-chloro-2-(4-ethoxy-4,5-dihydroisoxazol-3-yl) phenoxy]-3-methylbutanoate ClC1=CC(=C(O[C@H](C(=O)OC)C(C)C)C=C1)C1=NOCC1OCC